ClC1=C(C=CC=C1)[C@H]1[C@H](CN(C1)CC(F)(F)F)C(=O)N1[C@@H](CC2(CN(C2)C(C=C)=O)CC1)C 1-((R)-7-((3R,4R)-4-(2-chlorophenyl)-1-(2,2,2-trifluoroethyl)pyrrolidine-3-carbonyl)-6-methyl-2,7-diazaspiro[3.5]nonan-2-yl)prop-2-en-1-one